(S)-2-(4-((4-(4-chlorophenyl)-3,6,9-trimethyl-6H-thieno[3,2-f][1,2,4]triazolo[4,3-a][1,4]diazepin-2-yl)ethynyl)-1H-pyrazol-1-yl)acetic acid ClC1=CC=C(C=C1)C1=N[C@H](C=2N(C3=C1C(=C(S3)C#CC=3C=NN(C3)CC(=O)O)C)C(=NN2)C)C